2,3,5-trimethyl-1,4-benzoquinone CC=1C(C=C(C(C1C)=O)C)=O